2-ETHYL-4-METHYLIMIDAZOLE C(C)C=1NC=C(N1)C